NC=1C=C(C=CC1)C1=NC(=C2N1CCN(C2)C(=O)C=2NC=CC2)C(=O)NC2=CC=C(C=C2)C 3-(3-aminophenyl)-7-(1H-pyrrole-2-carbonyl)-N-(p-tolyl)-5,6,7,8-tetrahydroimidazo[1,5-a]Pyrazine-1-carboxamide